NC=1C=C(C=CC1)C=1N=C2N(C=CN=C2NC2=NC=C(C=N2)F)C1 (3-aminophenyl)-N-(5-fluoropyrimidin-2-yl)imidazo[1,2-a]pyrazin-8-amine